CC(C)CCC[C@@H](C)[C@H]1CC[C@H]2[C@@H]3CC=C4C[C@H](CC[C@]4(C)[C@H]3CC[C@]12C)OCCCCCCCCO[C@@H](CN(C)C)COCCCCCCCC\C=C/C\C=C/CCCCC (2S)-2-({8-[(3β)-cholest-5-en-3-yloxy]octyl}oxy)-N,N-dimethyl-3-[(9Z,12Z)-octadeca-9,12-dienyloxy]propan-1-amine